O=C1NC(CCC1N1CC=2C=CC(=C(C2C1=O)C(=O)O)C(F)(F)F)=O 2-(2,6-dioxopiperidin-3-yl)-3-oxo-5-(trifluoromethyl)isoindoline-4-carboxylic acid